3-chloro-N-(1-(3-methoxyphenyl)cyclopropyl)-1-methyl-1H-pyrrolo[2,3-b]pyridine-5-carboxamide ClC1=CN(C2=NC=C(C=C21)C(=O)NC2(CC2)C2=CC(=CC=C2)OC)C